C(C=C)(=O)OCCCCCCCCCCC[SiH2]C(F)F acryloxyundecyldifluoromethylsilane